(S)-2-oxoimidazolidine O=C1NCCN1